(±)-Trans-tert-butyl 3-hydroxycyclopentanecarboxylate O[C@@H]1C[C@H](CC1)C(=O)OC(C)(C)C |r|